FC1=C2C(=C(C(NC2=CC=C1F)=O)CC(=O)N[C@H](C)C1=NC=C(C=N1)C1COC1)C |o1:17| rel-2-(5,6-Difluoro-4-methyl-2-oxo-1H-quinolin-3-yl)-N-[(1R)-1-[5-(oxetan-3-yl)pyrimidin-2-yl]ethyl]acetamide